FC1(CN(CC[C@@H]1NC=1C=2N(C=CC1)C(=C(N2)C#CCNC2=C(C=C(C(=O)NC)C=C2)OC)CC(F)(F)F)C)F 4-{[3-(8-{[(4S)-3,3-difluoro-1-methylpiperidin-4-yl]amino}-3-(2,2,2-trifluoroethyl)imidazo[1,2-a]pyridin-2-yl)prop-2-yn-1-yl]amino}-3-methoxy-N-methylbenzamide